(2S,3R,4R)-1-acetyl-2-cyclopropyl-4-((5-fluoropyridin-2-yl)amino)-N-(2-methoxyethyl)-3-methyl-1,2,3,4-tetrahydroquinoline-6-carboxamide C(C)(=O)N1[C@H]([C@@H]([C@H](C2=CC(=CC=C12)C(=O)NCCOC)NC1=NC=C(C=C1)F)C)C1CC1